8-((1s,3s)-3-{[tert-butyl(dimethyl)silyl]oxy}-3-methylcyclobutyl)-3-[2-(methoxymethoxy)-6-methyl-4-(trifluoromethyl)phenyl]-5,6,7,8-tetrahydrocyclopenta[4,5]pyrrolo[2,3-c]pyridazine [Si](C)(C)(C(C)(C)C)OC1(CC(C1)N1C2=C(C3=C1N=NC(=C3)C3=C(C=C(C=C3C)C(F)(F)F)OCOC)CCC2)C